(3R)-3-amino-8-((2-(difluoromethyl)phenyl)methyl)-1-methyl-1,2,3,4-tetrahydroquinolin-2-one N[C@H]1C(N(C2=C(C=CC=C2C1)CC1=C(C=CC=C1)C(F)F)C)=O